FC(C(C(F)(F)F)OC(=O)N1CCC2(C[C@H]2C(NC2=NC(=NC=C2)C(F)(F)F)=O)CC1)(F)F.NC1=C(C(=O)NC2=C(C=CC=C2)C)C=CC=C1 2-amino-N-(o-tolyl)benzamide 1,1,1,3,3,3-Hexafluoropropan-2-yl-(R)-1-((2-(trifluoromethyl)pyrimidin-4-yl)carbamoyl)-6-azaspiro[2.5]octane-6-carboxylate